ethynyl-6-fluoronaphthalene-2-ol C(#C)C1=C(C=CC2=CC(=CC=C12)F)O